(1H-indol-3-yl)-6-phenyl-3,4-dihydro-2,7-naphthyridine-2(1H)-carboxamide N1C=C(C2=CC=CC=C12)C1N(CCC2=CC(=NC=C12)C1=CC=CC=C1)C(=O)N